O=C[C@H](O)[C@@H](O)[C@H](O)[C@H](O)C(=O)[O-].[Fe+2].O=C[C@H](O)[C@@H](O)[C@H](O)[C@H](O)C(=O)[O-] iron (II) D-glucuronate